NC1=C(C=C(N=N1)C1=C(C=CC=C1)O)N1C[C@H]2CC[C@@H](C1)N2C2=CC(=CC=C2)OC2CNC2 2-[6-amino-5-[(1R,5S)-8-[3-(azetidin-3-yloxy)phenyl]-3,8-diazabicyclo[3.2.1]octan-3-yl]pyridazin-3-yl]phenol